8-((6-aminopyrimidin-4-yl)amino)-2-benzyl-10-methyl-2,3,4,5-tetrahydropyrido[1,2-a][1,4]diazepine-1,7-dione NC1=CC(=NC=N1)NC1=CC(=C2N(CCCN(C2=O)CC2=CC=CC=C2)C1=O)C